C12(CC(C1)C2)NC(CN2N=C(C=CC2=O)C=2C=NC(=CC2)NC21CC(C2)C1)=O N-(bicyclo[1.1.1]pentan-1-yl)-2-(3-(6-(bicyclo[1.1.1]pentan-1-ylamino)pyridin-3-yl)-6-oxopyridazin-1(6H)-yl)acetamide